non-1-ene-4-one C=CCC(CCCCC)=O